(4-chloro-2-methylpyridin-3-yl)methanol ClC1=C(C(=NC=C1)C)CO